5-benzoyldihydrofuran-2(3H)-one C(C1=CC=CC=C1)(=O)C1CCC(O1)=O